CN([C@@H](CC(C)C)C(=O)O)C(=O)OC(CC1=CC=CC=C1)C(C)C.COC(C)(C)C1=CC=C(C=C1)S(=O)(=O)N 4-(2-methoxypropan-2-yl)benzene-1-sulfonamide Methyl-(((3-methyl-1-phenylbutan-2-yl)oxy)carbonyl)-L-leucinate